C(C1=CC=CC=C1)OC=1C(C(=CN2N3[C@]4(C=C[C@@H](N(C(C21)=O)C3)C)COCC4)C(=O)NCC4=C(C=C(C=C4F)F)F)=O (1'S,3R,5'S)-8'-(benzyloxy)-5'-methyl-7',9'-dioxo-N-(2,4,6-trifluorobenzyl)-4,5,7',9'-tetrahydro-2H,5'H-spiro[furan-3,2'-[1,6]methanopyrido[1,2-b][1,2,5]triazonine]-10'-carboxamide